N4-heptyloxycarbonyl-5,6-dihydro-5-aza-2'-deoxycytidine C(CCCCCC)OC(=O)NC1=NC(N([C@H]2C[C@H](O)[C@@H](CO)O2)CN1)=O